[N+](=O)([O-])C1=CC=C(CN2C(C(C3=CC(=CC(=C23)Br)Br)=O)=O)C=C1 1-(4-nitro-benzyl)-5,7-dibromo-indoline-2,3-dione